1-cyclopropyl-3-[2-(2H-1,2,3-triazol-2-yl)propan-2-yl]-1H-pyrazole-5-amine C1(CC1)N1N=C(C=C1N)C(C)(C)N1N=CC=N1